F[C@H]1CNCC[C@H]1NC1=C2C=C(N(C2=CC=C1)CC(F)(F)F)C#CCNC1=C(C=C(C(=O)OC)C=C1)OC methyl 4-((3-(4-(((3S,4R)-3-fluoropiperidin-4-yl)amino)-1-(2,2,2-trifluoroethyl)-1H-indol-2-yl)prop-2-yn-1-yl)amino)-3-methoxybenzoate